O1NC=CC1 2,5-Dihydroisoxazol